N4-(5-(2-((2S,6R)-2,6-dimethylmorpholino)pyrimidin-5-yl)-2-((S)-3,4-dimethylpiperazin-1-yl)-4-fluorophenyl)pyrimidine-4,5-diamine C[C@@H]1O[C@@H](CN(C1)C1=NC=C(C=N1)C=1C(=CC(=C(C1)NC1=NC=NC=C1N)N1C[C@@H](N(CC1)C)C)F)C